(2Z,4E)-5-[6-Ethynyl-1-hydroxy-2,6-dimethyl-4-oxocyclohex-2-en-1-yl]-3-methylpenta-2,4-dienoic acid C(#C)C1(CC(C=C(C1(O)/C=C/C(=C\C(=O)O)/C)C)=O)C